C1N(CCC2=CC=CC=C12)C[C@H](CNC(=O)C1=NC=NC(=C1)NC1CCN(CC1)CCCCCCCCOC1=C2C(N(C(C2=CC=C1)=O)C1C(NC(CC1)=O)=O)=O)O N-((S)-3-(3,4-dihydroisoquinolin-2(1H)-yl)-2-hydroxypropyl)-6-((1-(8-((2-(2,6-dioxopiperidin-3-yl)-1,3-dioxoisoindolin-4-yl)oxy)octyl)piperidin-4-yl)amino)pyrimidine-4-carboxamide